3-(5-(2-(1H-imidazol-1-yl)acetyl)-4-fluoro-2-isopropoxyphenyl)-2-((4-(2-(4-chlorophenoxy)acetyl)piperazin-1-yl)methyl)quinazolin-4(3H)-one N1(C=NC=C1)CC(=O)C=1C(=CC(=C(C1)N1C(=NC2=CC=CC=C2C1=O)CN1CCN(CC1)C(COC1=CC=C(C=C1)Cl)=O)OC(C)C)F